5-(2-chlorophenyl)-2-(3,4-dichlorophenyl)-1-ethyl-6-methyl-4-oxo-pyridine-3-carboxylic acid ClC1=C(C=CC=C1)C=1C(C(=C(N(C1C)CC)C1=CC(=C(C=C1)Cl)Cl)C(=O)O)=O